C12CN(CC2C1)C1=C(C=C(C=C1C#N)CO)C#N 2-{3-azabicyclo[3.1.0]hex-3-yl}-5-(hydroxymethyl)benzene-1,3-dicarbonitrile